3-Hydroxypyrrolidine-1-carboxylic acid tert-butyl ester C(C)(C)(C)OC(=O)N1CC(CC1)O